4-{4-[2-(pentafluoro-λ6-sulfanyl)phenoxy]-3-(trifluoromethoxy)phenyl}-2h,4h,5h,6h,7h-pyrazolo[3,4-b]pyridin-6-one FS(C1=C(OC2=C(C=C(C=C2)C2C=3C(NC(C2)=O)=NNC3)OC(F)(F)F)C=CC=C1)(F)(F)(F)F